ClC=1C=C(C=CC1)C(=O)N1CC(/C(/CC1)=C/C#CC1=CC(=CC=C1)O)(C)C (3-chlorophenyl){(4E)-4-[3-(3-hydroxyphenyl)prop-2-yn-1-ylidene]-3,3-dimethylpiperidin-1-yl}methanone